tert-butyl 4-{2-[(1r,4r)-4-({2,3,5-trifluoro-4-[(4-methoxyphenyl)methoxy]benzamido}methyl)cyclohexyl]-2H-pyrazolo[4,3-b]pyridin-5-yl}piperazine-1-carboxylate FC1=C(C(=O)NCC2CCC(CC2)N2N=C3C(N=C(C=C3)N3CCN(CC3)C(=O)OC(C)(C)C)=C2)C=C(C(=C1F)OCC1=CC=C(C=C1)OC)F